C1(=CC=CC=C1)C(CCNC(=O)N1CCC(N2C1CN(C([C@@H](C2)CC2=CC=C(C=C2)O)=O)CCC2=CC=CC=C2)=O)C2=CC=CC=C2 (7R)-N-(3,3-diphenylpropyl)-7-(4-hydroxybenzyl)-4,8-dioxo-9-phenethyl-octahydropyrimido[1,2-a][1,4]diazepine-1(2H)-carboxamide